C1(=CC=CC=C1)C=1CCC(N(N1)C1=CC=C(C=C1)C)=O 6-phenyl-2-(p-tolyl)-4,5-dihydropyridazin-3(2H)-one